FC1=C(C(=CC=C1)F)C1=C(C(=CC2=C1C(=NO2)N2C(N1[C@H](C2)C([C@@H](C1)NS(=O)(=O)C)(F)F)=O)C)F N-{(6R,7aR)-2-[4-(2,6-difluorophenyl)-5-fluoro-6-methyl-1,2-benzoxazol-3-yl]-7,7-difluoro-3-oxohexahydro-1H-pyrrolo[1,2-c]imidazol-6-yl}methanesulfonamide